2-bromo-3-(trifluoromethoxy)pyridine BrC1=NC=CC=C1OC(F)(F)F